6-(5-aminophenyl)-5-(2,6-difluoro-4-((4-methylpyrimidin-2-yl)oxy)phenyl)-N-(4-methoxybenzyl)-7-methyl-5H-pyrrolo[3,2-d]pyrimidin-4-amine NC=1C=CC=C(C1)C1=C(C=2N=CN=C(C2N1C1=C(C=C(C=C1F)OC1=NC=CC(=N1)C)F)NCC1=CC=C(C=C1)OC)C